(3-(1',2'-dihydrospiro[cyclopropane-1,3'-pyrrolo[2,3-b]pyridin]-5'-yl)-2-fluorophenyl)(6-oxa-1-azaspiro[3.3]heptan-1-yl)methanone N1CC2(C=3C1=NC=C(C3)C=3C(=C(C=CC3)C(=O)N3CCC31COC1)F)CC2